N-(3-((R)-1-(4-ethyl-4H-1,2,4-triazol-3-yl)propan-2-yl)phenyl)-4-((2R,4S)-4-hydroxy-2-methylpyrrolidine-1-carbonyl)picolinamide C(C)N1C(=NN=C1)C[C@@H](C)C=1C=C(C=CC1)NC(C1=NC=CC(=C1)C(=O)N1[C@@H](C[C@@H](C1)O)C)=O